4,4-difluorocyclobutanecarbaldehyde FC1(CCC1C=O)F